Cl.C1NCC2=CC=CC=C12 isoindoline hydrogen chloride